CN1CC(C1)(C)[C@@](O)(C1=CN=NC(=C1)C1=NN(C(=N1)C1CCOCC1)C(C)C)C1=CC=C(C=C1)C(C)C (R)-(1,3-dimethyl-azetidin-3-yl)-(4-isopropyl-phenyl)-{6-[1-isopropyl-5-(tetrahydro-pyran-4-yl)-1H-[1,2,4]triazol-3-yl]-pyridazin-4-yl}-methanol